tris(3-cyanopropyl)phosphate C(#N)CCCOP(=O)(OCCCC#N)OCCCC#N